4-[[1-(1H-indol-6-ylsulfonyl)azetidin-2-yl]methyl-methyl-amino]phenol N1C=CC2=CC=C(C=C12)S(=O)(=O)N1C(CC1)CN(C1=CC=C(C=C1)O)C